BrC1=CC=C(C=C1)C12C(C=3C(=NC=CC3O1)OC)(C(C(C2C2=CC=CC=C2)C(=O)[O-])O)O 5a-(4-bromophenyl)-8,8a-dihydroxy-1-methoxy-6-phenyl-5a,7,8,8a-tetrahydro-6H-cyclopenta[4,5]furo[3,2-c]pyridine-7-carboxylate